6-hydroxy-3-azabicyclo[3.1.1]heptan OC1C2CNCC1C2